O1C(NC2=C1C=CC=C2)=O 3H-1,3-benzoxazol-2-one